CC1=C(C=NC(=C1)C(CC)=O)C=1C=2N(C3=CC(=NC=C3C1)NC(=O)C1CC1)C=CN2 N-[4-(4-methyl-6-propionylpyridin-3-yl)imidazo[1,2-a]1,6-naphthyridin-8-yl]cyclopropanecarboxamide